3,9-bis(2,6-di-tertiary Butyl-4-methylphenoxy)-2,4,8,10-tetraoxa-3,9-diphosphaspiro[5.5]undecane C(C)(C)(C)C1=C(OP2OCC3(CO2)COP(OC3)OC3=C(C=C(C=C3C(C)(C)C)C)C(C)(C)C)C(=CC(=C1)C)C(C)(C)C